C(C)(C)(C)OC(=O)N1C[C@@H]([C@H](CC1)NC(C(COC1=NC=CC=C1C)(C)C)=O)F (3s,4s)-4-(2,2-dimethyl-3-((3-methylpyridin-2-yl)oxy)propanamido)-3-fluoropiperidine-1-carboxylic acid tert-butyl ester